4-(1,1,2-trimethyl-1H-benzo[e]indolium-3-yl)butane-1-sulfonate CC1(C(=[N+](C=2C=CC3=C(C12)C=CC=C3)CCCCS(=O)(=O)[O-])C)C